ClC1=CC=C(C=C1)N=CCC1=CC=CC(=N1)C(C)=O 6-(4-Chlorophenylimino)ethyl-2-acetylpyridin